FC1=CC=C(C=C1)[C@H]([C@H]1[C@@H]2N(C(C=3N1N=CC(C3O)=O)=O)CCC2)C2=CC(=CC=C2)C(F)(F)F (9aR,10S)-10-((S)-(4-Fluorophenyl)(3-(trifluoromethyl)phenyl)methyl)-4-hydroxy-8,9,9a,10-tetrahydro-7H-pyrrolo[1',2':4,5]pyrazino[1,2-b]pyridazin-3,5-dion